6-oxo-6-((7,7,8,8,8-pentafluorooctyl)oxy)hexanoic acid O=C(CCCCC(=O)O)OCCCCCCC(C(F)(F)F)(F)F